4'-methylbiphenyl-2-carbonyl chloride CC1=CC=C(C=C1)C=1C(=CC=CC1)C(=O)Cl